(3R,4R)-1-(1-(4-chloro-3-fluorobenzyl)-5,6-difluoro-1H-benzimidazol-2-yl)-4-fluoro-3-piperidinamine ClC1=C(C=C(CN2C(=NC3=C2C=C(C(=C3)F)F)N3C[C@H]([C@@H](CC3)F)N)C=C1)F